NC1=NN2C(C=C(C=C2)C=2C(=C(C(=O)NCC[C@@H](O)C3=CC=C(C=C3)Cl)C=CC2)F)=N1 (R)-3-(2-amino-[1,2,4]triazolo[1,5-a]pyridin-7-yl)-N-(3-(4-chlorophenyl)-3-hydroxypropyl)-2-fluorobenzamide